Bis(1,1-dimethylethyl)azodicarboxylate CC(C)(C)OC(=O)N=NC(=O)OC(C)(C)C